OCC(C=C)OC1=NC=CC(=C1)C=1C(=C2CCCC2=CC1)NC(=O)NS(=O)(=O)C N-((5-(2-((1-hydroxybut-3-en-2-yl)oxy)pyridin-4-yl)-2,3-dihydro-1H-inden-4-yl)carbamoyl)methanesulfonamide